methyl (R)-4-(3-fluoro-2-((R)-1-fluoroethyl) phenyl)-2-(fluoromethyl)-5-oxo-1,4,5,7-tetrahydrofuro[3,4-b]pyridine-3-carboxylate FC=1C(=C(C=CC1)[C@@H]1C2=C(NC(=C1C(=O)OC)CF)COC2=O)[C@@H](C)F